C(C)(C)(C)OOC(C)(C)C1=C(C=CC=C1)C(C)(C)OOC(C)(C)C di(tert-butylperoxy-iso-propyl)benzene